C1(=C(CCCC1)C(=O)[O-])C(=O)[O-] cyclohexene-1,2-dicarboxylate